7-(3-phenylpropionyl)-2,7-diazaspiro[3.5]nonane-2-carboxylic acid tert-butyl ester C(C)(C)(C)OC(=O)N1CC2(C1)CCN(CC2)C(CCC2=CC=CC=C2)=O